C1(CCC1)C1=C(C=CC=C1F)C1=CC(=CC=C1O[C@H]1C[C@@H](CC1)NC([C@H]1N(CC(C1)(C)C)C)=O)C(C(=O)OC)(C)C methyl 2-[2'-cyclobutyl-3'-fluoro-6-({(1R,3R)-3-[(1,4,4-trimethyl-L-prolyl)amino]cyclopentyl}oxy)[1,1'-biphenyl]-3-yl]-2-methylpropanoate